1-(9Z-nonadecenoyl)-2-(9Z,12Z-octadecadienoyl)-glycero-3-phosphocholine CCCCCCCCC/C=C\CCCCCCCC(=O)OC[C@H](COP(=O)([O-])OCC[N+](C)(C)C)OC(=O)CCCCCCC/C=C\C/C=C\CCCCC